FC1=C(C=C(C=C1)F)S(=O)(=O)N 2,5-difluorobenzenesulfonamide